5-fluoro-4-methyl-6-((5-methyl-1H-pyrazol-3-yl)amino)pyridin FC=1C(=CC=NC1NC1=NNC(=C1)C)C